FC(C1=NN(C(=C1C=O)OC1=CC(=CC=C1)S(F)(F)(F)(F)F)C)F 3-(difluoromethyl)-1-methyl-5-(3-(pentafluorosulfanyl)phenoxy)-1H-pyrazole-4-carbaldehyde